CN1N=CC(=C1)C1=CC=CC(=N1)NC(=O)C=1C=C2C(=NC1N1CC3(C1)NCCC3)N=C(O2)N2CCOCC2 N-(6-(1-Methyl-1H-pyrazol-4-yl)pyridin-2-yl)-2-morpholino-5-(2,5-diazaspiro[3.4]octan-2-yl)oxazolo[4,5-b]pyridine-6-carboxamide